2-carbomethoxy-4-cyano-4-(3-cyclopropylmethoxy-4-difluoromethoxyphenyl)cyclohexan-1-one C(=O)(OC)C1C(CCC(C1)(C1=CC(=C(C=C1)OC(F)F)OCC1CC1)C#N)=O